COC=1C=C(CC(C(COC2=C(C=CC=C2)OC)O)NC)C=CC1OCCN1CCC(CC1)C (3-methoxy-4-(2-(4-methylpiperidin-1-yl)ethoxy)benzyl)(methyl)amino-3-(2-methoxyphenoxy)propan-2-ol